OCCN1C(CN(CC1)CCO)CC N-hydroxyethyl-N'-hydroxyethylethylpiperazine